sodium (bipyrazole) N1=NC(C=C1)=C1N=NC=C1.[Na]